1,4-butanediol sebacate C(CCCCCCCCC(=O)O)(=O)O.C(CCCO)O